NCCOCCOCCOCCOCCOCCOCCOCCOCCOCCOCCOCCOCCOCCOCCOCCOCCOCCOCCOCCOCCOCCOCCOCCOCCC(=O)OC(C)(C)C tert-butyl 1-amino-3,6,9,12,15,18,21,24,27,30,33,36,39,42,45,48,51,54,57,60,63,66,69,72-tetracosaoxapentaheptacontan-75-oate